C(C)(C)(C)C1=CC(=C(C(=C1)C(C)(C)C)O)C(C)C 4,6-di-tert-butyl-2-isopropylphenol